C(C=C)OC(=O)NO[C@@](C(=O)OC(C)(C)C)(C)[C@@H]1OC2=CC=C(C=C2CC1)C=1C=NN(C1)CCCNC(=O)OC(C)(C)C tert-Butyl (S)-2-((((allyloxy)carbonyl)amino)oxy)-2-((R)-6-(1-(3-((tert-butoxycarbonyl) amino)propyl)-1H-pyrazol-4-yl)chroman-2-yl)propanoate